C(C)(C)(C)C=1SC(=C(N1)C=1C(NC=CC1)=O)C1=NC(=NC=C1)Cl 3-(2-(tert-Butyl)-5-(2-chloropyrimidin-4-yl)thiazol-4-yl)pyridin-2(1H)-one